C1(=CC=C(C=C1)S(=O)(=O)OCCOCCOCCOCCC1CN(CCO1)C(=O)[O-])C 2-[2-[2-[2-[2-(p-tolylsulfonyloxy)ethoxy]ethoxy]ethoxy]ethyl]morpholine-4-carboxylate